calcium-barium-zinc [Zn].[Ba].[Ca]